tert-butyl ((1S,2R)-2-(((1-(4-(2,6-dioxopiperidin-3-yl)phenyl)piperidin-4-yl)methyl)(methyl)amino)cyclopentyl)carbamate O=C1NC(CCC1C1=CC=C(C=C1)N1CCC(CC1)CN([C@H]1[C@H](CCC1)NC(OC(C)(C)C)=O)C)=O